C(C)(=O)OC1=CC=C(C=C1)\C=C\C1=CC(=CC(=C1)OC(C)=O)OC(C)=O [4-[(E)-2-(3,5-diacetyloxyphenyl)ethenyl]phenyl] acetate